(S)-ethyl 8-(2-amino-6-((R)-1-(3',4'-dichloro-4-(3-methyl-1H-pyrazol-1-yl)-[1,1'-biphenyl]-3-yl)-2,2,2-trifluoroethoxy)pyrimidin-4-yl)-2,8-diazaspiro[4.5]decane-3-carboxylate NC1=NC(=CC(=N1)N1CCC2(C[C@H](NC2)C(=O)OCC)CC1)O[C@@H](C(F)(F)F)C=1C=C(C=CC1N1N=C(C=C1)C)C1=CC(=C(C=C1)Cl)Cl